C(C)C1NC(CC12CCNCC2)=O 1-Ethyl-2,8-diazaspiro[4.5]decan-3-one